ClC=1C=C(C=CC1)[C@H](CN[C@@H](CC1=CC2=C(OCO2)C=C1)C)O 5-[(2R)-2-[[(2R)-2-(3-chlorophenyl)-2-hydroxyethyl]amino]propyl]-1,3-benzodioxole